ClC1=CC(=C(C(=C1)F)N1C[C@H]([C@](CC1)(O)COC1=C(C=C(C=C1)F)CCC(=O)O)O)F 3-[2-[[(3R,4R)-1-(4-chloro-2,6-difluorophenyl)-3,4-dihydroxypiperidin-4-yl]methoxy]-5-fluorophenyl]propionic acid